(S)-3-bromo-1'-((2-(trimethylsilyl)ethoxy)methyl)-5,7-dihydrospiro[cyclopenta[b]pyridine-6,3'-pyrrolo[2,3-b]pyridine]-2'(1'h)-one BrC=1C=C2C(=NC1)C[C@@]1(C(N(C3=NC=CC=C31)COCC[Si](C)(C)C)=O)C2